OC(CN(C)CC1=CC=C2CNC(C2=C1)=O)(C)C 6-{[(2-hydroxy-2-methylpropyl)(methyl)amino]methyl}-3H-isoindol-1-one